(3-(((5-((6-amino-8-bromo-2-fluoro-9H-purin-9-yl)methyl)pyridin-3-yl)oxy)methyl)-5-methoxyphenyl)methanol NC1=C2N=C(N(C2=NC(=N1)F)CC=1C=C(C=NC1)OCC=1C=C(C=C(C1)OC)CO)Br